ClC=1C(NC(N(C1C)COCC[Si](C)(C)C)=O)=O 5-chloro-6-methyl-1-{[2-(trimethylsilyl)ethoxy]methyl}-3H-pyrimidine-2,4-dione